2-amino-2-(hydroxymethyl)propane-1,3-diol (S)-3-(5-chloro-6-(1-(oxazol-2-yl)ethoxy)-2-oxobenzo[d]oxazol-3(2H)-yl)propanoate ClC=1C(=CC2=C(N(C(O2)=O)[C@H](C(=O)OCC(CO)(CO)N)C)C1)OC(C)C=1OC=CN1